COCC(=O)NC1=NC(=CC(=N1)C=1C=C(C#N)C=CC1)C=1N=NN(C1)CC1=NC(=CC=C1)COC m-[2-(2-methoxyacetylamino)-6-(1-{[6-(methoxymethyl)-2-pyridinyl]methyl}-1H-1,2,3-triazol-4-yl)-4-pyrimidinyl]benzonitrile